OCC1CN(C1)C(=O)C1=CC(=NC=C1)C(=O)NC1=CC(=CC=C1)[C@@H](CC1=NN=CN1C)C 4-[3-(hydroxymethyl)azetidine-1-carbonyl]-N-[3-[(2R)-1-(4-methyl-4H-1,2,4-triazol-3-yl)propan-2-yl]phenyl]pyridine-2-carboxamide